ClC=1C(=CC2=C(C[C@](O2)(C2=CC=CC=C2)CNC2CCC(CC2)O)C1C1=C(C(=O)N)C=CC(=C1F)OC(F)F)F 2-((2S,4S)-5-chloro-6-fluoro-2-((((1r,4S)-4-hydroxycyclohexyl)amino)methyl)-2-phenyl-2,3-dihydrobenzofuran-4-yl)-4-(difluoromethoxy)-3-fluorobenzamide